ClC=1N=C(C2=C(N1)N=C(C(=C2)Cl)C2=C(C=CC=C2OC)F)N2CCNCC2 2,6-dichloro-7-(2-fluoro-6-methoxyphenyl)-4-(piperazine-1-yl)pyrido[2,3-d]pyrimidine